N-(5-(5-(1-((5-acetylthiazol-2-yl)amino)-1-oxopropan-2-yl)pyridin-3-yl)pyrazin-2-yl)acrylamide C(C)(=O)C1=CN=C(S1)NC(C(C)C=1C=C(C=NC1)C=1N=CC(=NC1)NC(C=C)=O)=O